3-(difluoromethyl)-N-[4-fluoro-2-(1,1,2,3,3,3-hexafluoropropoxy)phenyl]-1-methyl-1H-pyrazole-4-carboxamide FC(C1=NN(C=C1C(=O)NC1=C(C=C(C=C1)F)OC(C(C(F)(F)F)F)(F)F)C)F